cis-4-((5-(3-(2,2-difluoroethyl)-2-methyl-3H-imidazo[4,5-b]pyridin-5-yl)-7H-pyrrolo[2,3-d]pyrimidin-2-yl)amino)-1-methylcyclohexan-1-ol FC(CN1C(=NC=2C1=NC(=CC2)C2=CNC=1N=C(N=CC12)NC1CCC(CC1)(O)C)C)F